(±)-(cis)-3-aminocyclohexan-1-ol N[C@H]1C[C@H](CCC1)O |r|